CC=1C(NC=2C=C3C(=NC2C1)OCC[C@H]1N(C3)CCN(C1)C=1C=CC(=NC1)C(=O)OC)=O methyl (R)-5-(10-methyl-11-oxo-1,2,4,4a,5,6,11,14-octahydro-3H,12H-pyrazino[1',2':5,6][1,5]oxazocino[2,3-b][1,5]naphthyridin-3-yl)picolinate